COC1=C(C(=CC=C1)OC)CO (2,6-dimethoxyphenyl)methanol